(2S,3R)-2-(9H-fluoren-9-ylmethoxycarbonylamino)-3-propoxybutanoic acid C1=CC=CC=2C3=CC=CC=C3C(C12)COC(=O)N[C@H](C(=O)O)[C@@H](C)OCCC